CC1(C(=O)OC[C@H](C2=CC3=CC=C(C=C3C=C2)OC)N)C(N=C(C(=C1C)Br)C)N1CCC(CCC1)(F)F (S)-2-amino-2-(6-methoxynaphthalen-2-yl)ethan-1-ol methyl-5-bromo-2-(4,4-difluoroazepan-1-yl)-4,6-dimethylnicotinate